cis-Prolin N1[C@@H](CCC1)C(=O)O